I.BrC1=C2C=CN(C2=CC(=C1CC=1C=CC(=C(C(=N)SC)C1)F)F)[Si](C(C)C)(C(C)C)C(C)C methyl 5-((4-bromo-6-fluoro-1-(triisopropylsilyl)-1H-indol-5-yl)methyl)-2-fluorobenzimidothioate hydroiodide